ClC1=NC(=CC(=C1)C1=C(C=CC=C1)C([2H])([2H])[2H])OC 2-chloro-6-methoxy-4-[(2-methyl-d3)phenyl]pyridine